COCCN1N=C(C(=C1)NC(=O)C1=CC=C(O1)C=1C=NN(C1)C(=O)OC1(CC1)C)C1=NC=CC=C1 1-methylcyclopropyl 4-(5-((1-(2-methoxyethyl)-3-(pyridin-2-yl)-1H-pyrazol-4-yl) carbamoyl) furan-2-yl)-1H-pyrazole-1-carboxylate